C1(=CC=CC=C1)C1C2=CC=CC=C2C=2C=CC=C(C12)N 9-phenylfluorenylamine